ClC1=C(C(=CC=C1)Cl)COC1=CC2=C(C=C1)C1(CCN(CC1)C(=O)[O-])CO2 6-[(2,6-dichlorophenyl)methoxy]-2H-spiro[1-benzofuran-3,4'-piperidine]-1'-carboxylate